CC1=CC=C(C=C1)C1=CC(=CC=C1NC1=CC=C(C2=NON=C21)[N+](=O)[O-])C(=O)OC methyl 4'-methyl-6-((7-nitrobenzo[c][1,2,5]oxadiazol-4-yl) amino)-[1,1'-biphenyl]-3-carboxylate